N-[(2-amino-3-pyridyl)sulfonyl]-6-(2,4-dimethoxypyrimidin-5-yl)-2-[(4S)-2,2,4-trimethylpyrrolidin-1-yl]pyridine-3-carboxamide NC1=NC=CC=C1S(=O)(=O)NC(=O)C=1C(=NC(=CC1)C=1C(=NC(=NC1)OC)OC)N1C(C[C@@H](C1)C)(C)C